6-chloro-3-(4-fluoro-2-methyl-phenoxy)-5-methyl-pyridazine-4-carboxylic acid methyl ester COC(=O)C1=C(N=NC(=C1C)Cl)OC1=C(C=C(C=C1)F)C